ClC(CN1CCN(CC1)C1=NC=CN=C1NC1=CC=C(C=C1)C(F)(F)F)F 2-chloro-2-fluoro-1-(4-(3-((4-(trifluoromethyl)phenyl)amino)pyrazin-2-yl)piperazin-1-yl)ethan